N,N-Diisopropyl-3-methoxyl-aniline C(C)(C)N(C1=CC(=CC=C1)OC)C(C)C